ClC1=C(C=C(N=N1)N[C@H]1CN(CCC1)C)C(C)C (R)-6-chloro-5-isopropyl-N-(1-methylpiperidin-3-yl)pyridazin-3-amine